2-({6-[(1,3-Benzothiazol-2-yl)amino]-4,5-dimethylpyridazin-3-yl}amino)-5-(3-{4-[3-(dimethylamino)prop-1-yn-1-yl]-2-fluorophenoxy}propyl)-1,3-thiazole-4-carboxylic acid S1C(=NC2=C1C=CC=C2)NC2=C(C(=C(N=N2)NC=2SC(=C(N2)C(=O)O)CCCOC2=C(C=C(C=C2)C#CCN(C)C)F)C)C